ClC=1C=C(C=CC1Cl)NC=1C2=C(N=CN1)C=CC(=N2)N2CCN(CC2)C(=O)OC(C)(C)C tert-Butyl 4-(4-((3,4-dichlorophenyl)amino)pyrido[3,2-d]pyrimidin-6-yl)piperazine-1-carboxylate